3-((S)-3-fluoropyrrolidin-1-yl)propane-1-one F[C@@H]1CN(CC1)CCC=O